methyl (2R,3S,4S,5R)-3-(2-(benzyloxy)-3-(trifluoromethyl)phenyl)-4,5-dimethyl-5-(trifluoromethyl)tetrahydrofuran-2-carboxylate C(C1=CC=CC=C1)OC1=C(C=CC=C1C(F)(F)F)[C@H]1[C@@H](O[C@]([C@H]1C)(C(F)(F)F)C)C(=O)OC